C(C)(C)C1=NOC(=N1)N1CCC(CC1)C(C)OC=1SC2=NC(=CC=C2N1)C1=CC=C(C=C1)S(=O)(=O)C 3-isopropyl-5-(4-(1-((5-(4-(methylsulfonyl)phenyl)thiazolo[5,4-b]pyridin-2-yl)oxy)ethyl)piperidin-1-yl)-1,2,4-oxadiazol